(R)-N-((S)-5-(3-(t-butoxy)prop-1-yn-1-yl)-1,3-dihydro-spiro[inden-2,4'-piperidin]-3-yl)-2-methylpropan-2-sulfinamide C(C)(C)(C)OCC#CC=1C=C2[C@H](C3(CCNCC3)CC2=CC1)N[S@](=O)C(C)(C)C